3-(4-chlorostyryl)-N-(2-(2-cyano-4,4-difluoro-2-phenylpyrrolidin-1-yl)-2-oxoethyl)isonicotinamide ClC1=CC=C(C=CC2=C(C(=O)NCC(=O)N3C(CC(C3)(F)F)(C3=CC=CC=C3)C#N)C=CN=C2)C=C1